C(CCCCC)C(COC(CCCCCCCCCCCCCCCCC)=O)CCCCCCCC 2-Hexyl-decylstearat